4-(3,5-dimethoxyphenyl)-6-oxo-1,6-dihydropyrimidine-5-carbonitrile COC=1C=C(C=C(C1)OC)C=1N=CNC(C1C#N)=O